trans-3,3',5,5'-tetrahydroxy-4'-methoxystilbene OC=1C=C(C=C(C1)O)\C=C\C1=CC(=C(C(=C1)O)OC)O